N-({4-[5-(trifluoromethyl)pyridine-2-sulfonyl]phenyl}methyl)thieno[2,3-c]pyridine-2-carboxamide FC(C=1C=CC(=NC1)S(=O)(=O)C1=CC=C(C=C1)CNC(=O)C1=CC=2C(=CN=CC2)S1)(F)F